C(C)OC(\C=C(/CF)\N1CCCC1)=O (E)-4-fluoro-3-pyrrolidin-1-yl-but-2-enoic acid ethyl ester